CC1=C(C=2N(N=C1N1CC=3C=C(C=NC3CC1)N1C3=C(OCC1)C=CC=C3)C(=NN2)C(F)(F)F)C 4-(6-(7,8-dimethyl-3-(trifluoromethyl)-[1,2,4]triazolo[4,3-b]pyridazin-6-yl)-5,6,7,8-tetrahydro-1,6-naphthyridin-3-yl)-3,4-dihydro-2H-benzo[b][1,4]oxazine